COC=1C=CC=2N(C1)C(=NC2C2=CC(=CC=C2)OC)C2CN(CCC2)C(=O)OC(C)(C)C tert-butyl 3-(6-methoxy-1-(3-methoxyphenyl)imidazo[1,5-a]pyridin-3-yl)piperidine-1-carboxylate